(naphthyl)(phenanthrenyl)diphenylphenanthrene C1(=CC=CC2=CC=CC=C12)C1=C(C(=C(C=2C=CC3=CC=CC=C3C12)C1=CC=CC=C1)C1=CC=CC=C1)C1=CC=CC=2C3=CC=CC=C3C=CC12